CN1C2C(CCC1CC2)NC(OCC2=CC=CC=C2)=O benzyl (8-methyl-8-azabicyclo[3.2.1]octan-2-yl)carbamate